CC1=C(C=C(C1)C)C 1,2,4-trimethyl-1,3-cyclopentadiene